OC(CN1CCC(CC1)NC1=C2C=C(N(C2=CC=C1)CC(F)(F)F)C#CCN1C(OC2=C1C=CC(=C2)S(=O)(=O)C)=O)COC 3-(3-(4-((1-(2-hydroxy-3-methoxypropyl)piperidin-4-yl)amino)-1-(2,2,2-trifluoroethyl)-1H-indol-2-yl)prop-2-yn-1-yl)-6-(methylsulfonyl)benzo[d]oxazol-2(3H)-one